CC1=C(C(=CC=C1)[N+](=O)[O-])C 2,3-Dimethylnitrobenzene